4-(7-Cyclopentyl-3-methylthieno[3,2-b]pyridin-2-yl)-5-fluoro-N-(5-(4-methylpiperazin-1-yl)pyridin-2-yl)pyrimidin-2-amine C1(CCCC1)C1=C2C(=NC=C1)C(=C(S2)C2=NC(=NC=C2F)NC2=NC=C(C=C2)N2CCN(CC2)C)C